4-(4-chloro-2-(1-cyclopropyl-1H-pyrazol-4-yl)phenyl)-4-hydroxy-2-methylenebutanoic acid ClC1=CC(=C(C=C1)C(CC(C(=O)O)=C)O)C=1C=NN(C1)C1CC1